tert-butyl 4-{4-[(4-{1-[(tert-butoxy)carbonyl]-1,2,3,6-tetrahydro pyridin-4-yl}-3-methylphenyl)carbamoyl]-2-methoxyphenyl}-1,2,3,6-tetrahydropyridine-1-carboxylate C(C)(C)(C)OC(=O)N1CCC(=CC1)C1=C(C=C(C=C1)NC(=O)C1=CC(=C(C=C1)C=1CCN(CC1)C(=O)OC(C)(C)C)OC)C